ClC1=C(C(=O)N(C)C)C=CC(=C1)N1CCC(CC1)N1CC2(C1)CCN(CC2)C([C@](C(C)C)(C(F)(F)F)O)=O 2-chloro-4-(4-(7-((R)-2-hydroxy-3-methyl-2-(trifluoromethyl)butanoyl)-2,7-diazaspiro[3.5]nonan-2-yl)piperidin-1-yl)-N,N-dimethylbenzamide